CS(=O)(=O)O[C@@H]1CSCC1 (S)-tetrahydrothiophen-3-yl methanesulfonate